4-(tert-butyl)-2-(2-(methyl-d3)propan-2-yl-1,1,1,3,3,3-d6)-5-(4-oxo-1,4-dihydroquinoline-3-carboxamido)phenyl methyl carbonate C(OC1=C(C=C(C(=C1)NC(=O)C1=CNC2=CC=CC=C2C1=O)C(C)(C)C)C(C([2H])([2H])[2H])(C([2H])([2H])[2H])C([2H])([2H])[2H])(OC)=O